COC1=CC=C(C=C1)OB(O)O 4-methoxyphenyl-boric acid